2-Hydroxy-4-(2,8-diazaspiro[4.5]decan-8-yl)benzaldehyde OC1=C(C=O)C=CC(=C1)N1CCC2(CCNC2)CC1